ClC=1C=C(C=CC1F)NC1=CC(N(C=2N(C(N(C(C21)=O)C)=O)C)C)=O 5-[(3-chloro-4-fluorophenyl)amino]-1,3,8-trimethylpyrido[2,3-d]pyrimidine-2,4,7(1H,3H,8H)-trione